2-methyl-3-hydroxy-6,7-dibutyl-1,4-naphthoquinone CC=1C(C2=CC(=C(C=C2C(C1O)=O)CCCC)CCCC)=O